N-((5-(5-fluoro-7-(((3S,4R)-3-fluoro-1-methylpiperidin-4-yl)amino)-3-(2,2,2-trifluoroethyl)-2H-indazol-2-yl)-1,3,4-thiadiazol-2-yl)methyl)cyclopropanecarboxamide FC1=CC2=C(N(N=C2C(=C1)N[C@H]1[C@H](CN(CC1)C)F)C1=NN=C(S1)CNC(=O)C1CC1)CC(F)(F)F